C(C)(C)(C)C1=CC=C(C=C1)C(CN=[N+]=[N-])N=[N+]=[N-] 1-(tert-Butyl)-4-(1,2-diazidoethyl)benzene